N-[5-[2-[4-[2-[(6-chloro-2-pyridyl)oxy]ethoxy]-5-[(3-methoxyazetidin-1-yl)methyl]-2-pyridyl]ethynyl]-8-(methylamino)-2,7-naphthyridin-3-yl]cyclopropanecarboxamide ClC1=CC=CC(=N1)OCCOC1=CC(=NC=C1CN1CC(C1)OC)C#CC1=C2C=C(N=CC2=C(N=C1)NC)NC(=O)C1CC1